3-(4-(8-chloro-7-((2-methyl-1H-benzo[d]imidazol-6-yl)oxy)quinoxalin-2-yl)-1H-pyrazol-1-yl)-3-methylbutyronitrile ClC=1C(=CC=C2N=CC(=NC12)C=1C=NN(C1)C(CC#N)(C)C)OC=1C=CC2=C(NC(=N2)C)C1